2-(8-Fluoro-6-(5-fluoro-2-((5-(piperidin-4-yl)pyridin-2-yl)amino)pyrimidin-4-yl)-2-methylquinolin-4-yl)propan-2-ol trihydrochloride Cl.Cl.Cl.FC=1C=C(C=C2C(=CC(=NC12)C)C(C)(C)O)C1=NC(=NC=C1F)NC1=NC=C(C=C1)C1CCNCC1